N[C@H]1CN(CC1)C1=CC(=C(C(=C1)F)N1C(N(C=2N=CC(=CC2C=2C=CC(=CC12)Cl)Cl)CC)=O)F 10-{4-[(3R)-3-aminopyrrolidin-1-yl]-2,6-difluorophenyl}-4,13-dichloro-8-ethyl-6,8,10-triazatricyclo[9.4.0.02,7]pentadeca-1(11),2(7),3,5,12,14-hexaen-9-one